ClC=1C=C(C=C(C1F)Cl)NC(N(C)[C@H](C)C1=CNC(C2=C(C(=CC=C12)F)F)=O)=O |r| Racemic-3-(3,5-dichloro-4-fluorophenyl)-1-(1-(7,8-difluoro-1-oxo-1,2-dihydroisoquinolin-4-yl)ethyl)-1-methylurea